3,3-difluoro-N-methyl-azetidine-1-carboxamide FC1(CN(C1)C(=O)NC)F